CC=1OC(=CC1C(=O)NC1=NC(=NS1)CC(C)=O)C1=CC(=CC=C1)NC(C)=O 2-methyl-5-(3-acetylaminophenyl)-N-(3-(2-oxopropyl)-1,2,4-thiadiazol-5-yl)furan-3-carboxamide